2-(2,6-dioxopiperidin-3-yl)-5-((6-oxo-6-(4-(3-(quinoxalin-2-yl)pyrrolidin-1-yl)piperidin-1-yl)hexyl)amino)isoindoline-1,3-dione O=C1NC(CCC1N1C(C2=CC=C(C=C2C1=O)NCCCCCC(N1CCC(CC1)N1CC(CC1)C1=NC2=CC=CC=C2N=C1)=O)=O)=O